C(C)C1(COCOC1)COC(C=C)=O acrylic acid (5-ethyl-1,3-dioxan-5-yl)methyl ester